3-(3-(4-chloro-3-trifluoromethylphenyl)ureido)-N-(2-hydroxyethyl)-8-methyl-2,3,4,9-tetrahydro-1H-carbazol-5-carboxamide ClC1=C(C=C(C=C1)NC(NC1CCC=2NC=3C(=CC=C(C3C2C1)C(=O)NCCO)C)=O)C(F)(F)F